4-[4-(4-aminopiperidin-1-yl)-2-oxo-2,3-dihydro-1H-1,3-benzodiazol-1-yl]-N-(3-methoxy-4-methylphenyl)cyclohexane-1-carboxamide NC1CCN(CC1)C1=CC=CC=2N(C(NC21)=O)C2CCC(CC2)C(=O)NC2=CC(=C(C=C2)C)OC